3-[[2-chloro-6-[4-[4-[(4R)-4-(tert-butoxycarbonylamino)-2-oxo-pyrrolidin-1-yl]phenyl]sulfonylpiperazin-1-yl]-4-pyridinyl]-difluoro-methyl]bicyclo[1.1.1]pentane-1-carboxylic acid ClC1=NC(=CC(=C1)C(C12CC(C1)(C2)C(=O)O)(F)F)N2CCN(CC2)S(=O)(=O)C2=CC=C(C=C2)N2C(C[C@H](C2)NC(=O)OC(C)(C)C)=O